[2-(2-aminoethoxy)ethyl]dimethylamine NCCOCCN(C)C